C/C(/C(=O)OCC)=C\C ethyl (E)-2-methylbut-2-enoate